((4-chlorophenoxy)methyl)-1,3,4-thiadiazol-2-amine ClC1=CC=C(OCC2=NN=C(S2)N)C=C1